1-(9-(4-amino-7-methyl-5-(6-(3-methylcyclobutoxy)pyridin-3-yl)-7H-pyrrolo[2,3-d]pyrimidin-6-yl)-3-azaspiro[5.5]undec-8-en-3-yl)prop-2-en-1-one NC=1C2=C(N=CN1)N(C(=C2C=2C=NC(=CC2)OC2CC(C2)C)C2=CCC1(CCN(CC1)C(C=C)=O)CC2)C